CC1=C(NC2=NSC=3C2=NC=CN3)C=CC=C1C1=CC3=C(OCCO3)C=C1 3-(2-methyl-3-(1,4-benzodioxan-6-yl)anilino)isothiazolo[4,5-b]pyrazine